n-Hexanen C=CCCCC